C(C)O[Si](CCCN1[SiH2]CCC1)(OCC)OCC 1-(3-Triethoxysilylpropyl)-1-aza-2-silacyclopentane